FC1=CC2=C(N=C(S2)NC[C@@H]2N(C3CC([C@@H]2C)C3)C(=O)C=3C=C(C#N)C=CC3N3N=CC=N3)C=C1 3-[(3R,4S)-3-{[(6-fluoro-1,3-benzothiazol-2-yl)amino]methyl}-4-methyl-2-azabicyclo[3.1.1]heptane-2-carbonyl]-4-(2H-1,2,3-triazol-2-yl)benzonitrile